OCC(NCC(=O)O)(CO)CO N-tris(hydroxymethyl)methylaminoacetic acid